2-(6-(((1s,3s)-3-aminocyclopentyl)amino)pyridin-3-yl)pyridazin N[C@@H]1C[C@H](CC1)NC1=CC=C(C=N1)N1NC=CC=C1